oxazepin-4(5H)-one O1N=CC(CC=C1)=O